COCN1C=NC(=C1C(=O)OCC)C Ethyl 3-(methoxymethyl)-5-methylimidazole-4-carboxylate